(2S,4R)-N-[[2-(8-aminooctoxy)-4-(4-methylthiazol-5-yl)phenyl]methyl]-1-[(2S)-2-[(1-fluorocyclopropanecarbonyl)amino]-3,3-dimethyl-butanoyl]-4-hydroxy-pyrrolidine-2-carboxamide NCCCCCCCCOC1=C(C=CC(=C1)C1=C(N=CS1)C)CNC(=O)[C@H]1N(C[C@@H](C1)O)C([C@H](C(C)(C)C)NC(=O)C1(CC1)F)=O